[5-(2,4-difluorophenyl)isoxazol-3-yl]-[rac-(4S,7S)-7-(1,5-dimethylpyrazol-4-yl)-4-methyl-6,7-dihydro-4H-thieno[3,2-c]pyridin-5-yl]methanone FC1=C(C=CC(=C1)F)C1=CC(=NO1)C(=O)N1[C@H](C2=C([C@H](C1)C=1C=NN(C1C)C)SC=C2)C |r|